5-Fluoro-4-(3-isopropyl-2,6-dimethyl-3H-thieno[2,3-d]imidazol-5-yl)-N-(5-(4-methylmorpholin-2-yl)pyridin-2-yl)pyrimidin-2-amine FC=1C(=NC(=NC1)NC1=NC=C(C=C1)C1CN(CCO1)C)C1=C(C2=C(N(C(=N2)C)C(C)C)S1)C